N1=C(C=CC=C1)CCSC(CS(=O)(=O)O)CSCCC1=NC=CC=C1.FC1(OC2=C(O1)C=CC=C2NN)F (2,2-difluorobenzo[d][1,3]dioxol-4-yl)hydrazine 2,3-bis[2-(2-pyridyl)ethylthio]-propane-1-sulfonate